C(C1=CC=CC=C1)O[C@@H]1C[C@@H](N(C1)C(=O)[O-])C(=O)OC 2-methyl (2R,4R)-4-(benzyloxy)pyrrolidine-1,2-dicarboxylate